N-[2-[(2R)-2-Fluoro-3-hydroxy-3-methyl-butyl]-6-[2-hydroxyethyl-(methyl)amino]-1-oxo-isoindolin-5-yl]pyrazolo[1,5-a]pyrimidine-3-carboxamide F[C@H](CN1C(C2=CC(=C(C=C2C1)NC(=O)C=1C=NN2C1N=CC=C2)N(C)CCO)=O)C(C)(C)O